tert-Butyl ((1S,3S)-3-((3'-bromo-6'-(2-hydroxyethyl)-6',7'-dihydrospiro[cyclopentane-1,5'-pyraZolo[1,5-a]pyrrolo[3,4-d]pyrimidin]-8'-yl)amino)cyclopentyl)carbamate BrC=1C=NN2C1N=C1C(=C2N[C@@H]2C[C@H](CC2)NC(OC(C)(C)C)=O)CN(C12CCCC2)CCO